(S)-3-chloro-1-(5-methylthiophene-2-yl)propan-1-ol ClCC[C@H](O)C=1SC(=CC1)C